C(C1=CC=CC=C1)NC(=O)NC1=CC(=C(C=C1)OC)C=1N(N=CC1Cl)C 1-Benzyl-3-[3-(4-chloro-2-methyl-2H-pyrazol-3-yl)-4-methoxyphenyl]-urea